OCCC1=NC=2C(=C3C(=NC2)N(C=C3)S(=O)(=O)C3=CC=C(C)C=C3)N1N1CCC(CC1)CC#N (1-(2-(hydroxyethyl)-6-p-toluenesulfonylimidazo[4,5-d]pyrrolo[2,3-b]pyridin-1(6H)-yl)piperidin-4-yl)acetonitrile